isopropyl ((R)-fluoro((R or S)-3-(2-(5-fluorothiophen-2-yl)ethyl)-1-(2-(6-methylpyridin-3-yl)propan-2-yl)pyrrolidin-3-yl)methyl)carbamate F[C@H]([C@]1(CN(CC1)C(C)(C)C=1C=NC(=CC1)C)CCC=1SC(=CC1)F)NC(OC(C)C)=O |o1:2|